N1=C(N=CC=C1)C=O pyrimidin-2-yl-methanone